pyridin-2-yl(6-azaspiro[bicyclo[3.1.1]heptane-3,1'-cyclopropan]-6-yl)methanone N1=C(C=CC=C1)C(=O)N1C2CC3(CC3)CC1C2